Cl.Cl.N1=C(N=CC=C1)C(C)N (pyrimidin-2-yl)ethane-1-amine dihydrochloride